tert-Butyl N-[(2,2,5,5-tetramethyltetrahydrofuran-3-ylidene)amino]carbamate CC1(OC(CC1=NNC(OC(C)(C)C)=O)(C)C)C